3-(triethoxysilylmethyl)-1,3-thiazolidine C(C)O[Si](OCC)(OCC)CN1CSCC1